2-((2'-(1-(4-chlorophenyl)-5-(thiophen-2-yl)-1H-pyrazol-3-yl)-[1,1'-biphenyl]-3-yl)oxy)-2-methylpropanoic acid ClC1=CC=C(C=C1)N1N=C(C=C1C=1SC=CC1)C1=C(C=CC=C1)C1=CC(=CC=C1)OC(C(=O)O)(C)C